N1C=CC2=CC(=CC=C12)S(=O)(=O)N1C=C(C=C1)C(=O)NC=1C=NC(=CC1)Cl 1-((1H-indol-5-yl)sulfonyl)-N-(6-chloropyridin-3-yl)-1H-pyrrole-3-carboxamide